C(C)C=1N=C(C(=NC1)C(=O)N)CC diethyl-pyrazine-2-carboxamide